COC=1C(=NC(=CN1)C(F)(F)F)C=O 3-methoxy-6-(trifluoromethyl)pyrazine-2-carbaldehyde